ClC1=CC=C(C=C1)C1=N[C@H](C=2N(C3=C1C(=C(S3)C)C)C(=NN2)C)CC(=O)NC2CCN(CC2)C2=NC=C(C=C2)C=2C=C3CC(NC3=CC2)=O (S)-2-(4-(4-chlorophenyl)-2,3,9-trimethyl-6H-thieno[3,2-f][1,2,4]triazolo[4,3-a][1,4]diazepin-6-yl)-N-(1-(5-(2-oxoindolin-5-yl)pyridin-2-yl)piperidin-4-yl)acetamide